1,3-dimethyl-n-propylimidazole CC(CCC)C=1NC=CN1